Methyl 3-(N-(5-cyano-4-fluoro-2-(thiazol-4-yl)phenyl)sulfamoyl)-4-cyclopropylbenzoate C(#N)C=1C(=CC(=C(C1)NS(=O)(=O)C=1C=C(C(=O)OC)C=CC1C1CC1)C=1N=CSC1)F